N-(5-(4-chloro-3-(N-(3-hydroxy-4-methylphenyl)sulfamoyl)phenyl)-4-methylthiazol-2-yl)acetamide ClC1=C(C=C(C=C1)C1=C(N=C(S1)NC(C)=O)C)S(NC1=CC(=C(C=C1)C)O)(=O)=O